NC1=C2N=CN(C2=NC(=N1)Cl)[C@H]1[C@@H]([C@@]([C@H](O1)COC(C(=O)O)(C(=O)O)CC1=CSC=C1)(O)C#C)O 2-(((2R,3S,4R,5R)-5-(6-amino-2-chloro-9H-purin-9-yl)-3-ethynyl-3,4-dihydroxytetrahydrofuran-2-yl)methoxy)-2-(thiophen-3-ylmethyl)malonic acid